2-[[4-[2-(5-chloro-2-pyridyl)-2-methyl-1,3-benzodioxol-4-yl]-2,5-difluorophenyl]methyl]-3-(2-methoxyethyl)benzimidazole-5-carboxylic acid ClC=1C=CC(=NC1)C1(OC2=C(O1)C=CC=C2C2=CC(=C(C=C2F)CC=2N(C1=C(N2)C=CC(=C1)C(=O)O)CCOC)F)C